1-isopropyl-5'-(1-methyl-2,2-dioxido-1,3-dihydrobenzo[c]isothiazol-5-yl)-[3,3'-bipyridin]-6(1H)-one C(C)(C)N1C=C(C=CC1=O)C=1C=NC=C(C1)C1=CC2=C(N(S(C2)(=O)=O)C)C=C1